N,N-diphenylpropionamidine C1(=CC=CC=C1)N(C(CC)=N)C1=CC=CC=C1